rac-ethylenebis(1-indenyl) dichloride C(CC=1C(C2=CC=CC=C2C1)Cl)C=1C(C2=CC=CC=C2C1)Cl